C1(CC1)C1=NN(C=2N=C(NC(C21)=O)CC2=NC=C(C=C2)F)C(CC)C=2C=NC(=CC2)C(F)(F)F 3-Cyclopropyl-6-[(5-Fluoropyridin-2-Yl)Methyl]-1-{1-[6-(Trifluoromethyl)Pyridin-3-Yl]Propyl}-1H,4H,5H-Pyrazolo[3,4-d]Pyrimidin-4-One